CC=1C=CC(=C(C1)C=1C(=C(C(=CC1O)CCCCC)C1=CC(=NC=C1)C)O)C(=C)C 5'-methyl-3-(2-methyl-pyridin-4-yl)-4-pentyl-2'-(prop-1-en-2-yl)-[1,1'-biphenyl]-2,6-diol